2-(2-methoxyethyl)-N2-methylpyridine-2,4,5-triamine COCCC1(NC=C(C(=C1)N)N)NC